C(CCCCCCCCCCCCC)P(O)(O)OC1=C(C=CC=C1)C(C)(C)C1=C(C=CC=C1)O isopropylidenediphenol tetradecyl-phosphite